(4R,5S,6R)-6-((R)-1-(2,2-Difluoroacetamido)ethyl)-3-((3S,5S)-5-(dimethylcarbamoyl)-1-methylpyrrolidin-3-ylthio)-4-methyl-7-oxo-1-azabicyclo[3.2.0]hept-2-ene-2-carboxylic acid FC(C(=O)N[C@H](C)[C@@H]1[C@H]2[C@H](C(=C(N2C1=O)C(=O)O)S[C@@H]1CN([C@@H](C1)C(N(C)C)=O)C)C)F